sodium acetonylsulfite C(C(=O)C)OS(=O)[O-].[Na+]